Dihydro-4-methyl-2H-pyran-2,6(3H)-dione CC1CC(OC(C1)=O)=O